O.Cl.N[C@@H](CS)C(=O)O (R)-cysteine hydrochloride monohydrate